BrC=1C=C(SC1)\C=N\[S@](=O)C(C)(C)C (R,E)-N-((4-bromothiophen-2-yl)methylene)-2-methylpropane-2-sulfinamide